N-(5-bromo-1-trityl-1H-indazol-3-yl)-3-(dimethylamino)cyclobutanecarboxamide BrC=1C=C2C(=NN(C2=CC1)C(C1=CC=CC=C1)(C1=CC=CC=C1)C1=CC=CC=C1)NC(=O)C1CC(C1)N(C)C